NC(C(=O)[O-])CNC(=O)C1=CC2=NC=CC(=C2S1)OC 2-amino-3-(7-methoxythieno[3,2-b]pyridine-2-carboxamido)propanoate